CN(C(OC(C)(C)C)=O)CC1OCCC=2C(=CC3=C(C12)OCO3)B3OC(C(O3)(C)C)(C)C tert-butyl methyl((5-(4,4,5,5-tetramethyl-1,3,2-dioxaborolan-2-yl)-7,9-dihydro-6H-[1,3]dioxolo[4,5-h]isochromen-9-yl)methyl)carbamate